COC=1C=C(C(=O)NC)C=CC1NCC#CC=1N(C2=CC=CC(=C2C1)NC1CCN(CC1)CC1OC(OC1)=O)CC(F)(F)F 3-methoxy-N-methyl-4-({3-[4-({1-[(2-oxo-1,3-dioxolan-4-yl)methyl]piperidin-4-yl}amino)-1-(2,2,2-trifluoroethyl)-1H-indol-2-yl]prop-2-yn-1-yl}amino)benzamide